CC1=C(C=C)C(=CC(=C1)C)C 2,4,6-Trimethylstyrene